C1(CC1)CN1CCN(CC1)C1=CC=2C3=NNC4=CC=C(OCCCNC(COC(=C1)C2)=O)C=C34 4-[4-(cyclopropylmethyl)piperazin-1-yl]-7,14-dioxa-10,19,20-triazatetracyclo[13.5.2.12,6.018,21]tricosa-1(20),2(23),3,5,15,17,21-heptaen-9-one